N-butyl-N-amyl-toluidine C(CCC)N(C=1C(=CC=CC1)C)CCCCC